N,N-dimethyl-4-Pyridylamine CN(C)C1=CC=NC=C1